3-(5-(((2-Chloroethyl)amino)methyl)-1-oxoisoindolin-2-yl)piperidine-2,6-dione ClCCNCC=1C=C2CN(C(C2=CC1)=O)C1C(NC(CC1)=O)=O